2-[({5-fluoro-7-oxo-7,8-dihydro-6H-spiro[[1,3]oxazolo[5,4-f]quinazoline-9,1'-cyclohexan]-2-yl}methyl)amino]-N,N-dimethylacetamide FC=1C=C2C(=C3C1NC(NC31CCCCC1)=O)OC(=N2)CNCC(=O)N(C)C